2-(3-chloropropyl) ethylene oxide ClCCCC1CO1